N1(CCCC1)C(=O)OC1=C(C(=CC=C1C)C)OC(=O)N1CCCC1 3,6-dimethyl-1,2-phenylene bis(pyrrolidine-1-carboxylate)